[Pd].C1(=CC=CC=C1)P(C1=CC=CC=C1)CNCP(C1=CC=CC=C1)C1=CC=CC=C1 bis[(diphenylphosphanyl)methyl]amine palladium